NC1=NC=C(C=N1)C1=NC(=C2N=C(N(C2=N1)CCO)C(C)(C)O)N1CCOCC1 2-(2-(2-aminopyrimidin-5-yl)-9-(2-hydroxyethyl)-6-morpholino-9H-purin-8-yl)propan-2-ol